C(C)OC=C(C(C)=O)C(C)=O 3-Ethoxymethylenpentan-2,4-dion